FC(OC=1C=C(C=CC1)N1C=C(C2=CC(=CC=C12)C(=O)O)C(C)C)F 1-(3-(difluoromethoxy)phenyl)-3-isopropyl-1H-indole-5-carboxylic acid